NC1=C(C(=O)O)C=C(C(=C1)OCC1=CC=CC=C1)OC 2-amino-4-(benzyloxy)-5-methoxybenzoic acid